2-hydroxy-ethylamino-s-triazine OCCNC1=NC=NC=N1